methyl 4-(N,4-dimethylpiperazine-1-sulfonamido)benzoate CN(S(=O)(=O)N1CCN(CC1)C)C1=CC=C(C(=O)OC)C=C1